FC=1C(=NC(=C(C1)F)F)N 3,5,6-trifluoropyridin-2-amine